3-(methacrylamido)propanesulfonic acid C(C(=C)C)(=O)NCCCS(=O)(=O)O